FC(CN1CCC(CC1)C=1N=NN(C1)CC1=NC=C(C(=O)OC)C=C1)(C)C methyl 6-((4-(1-(2-fluoro-2-methylpropyl)piperidin-4-yl)-1H-1,2,3-triazol-1-yl)methyl)nicotinate